N-(2-(4-benzylpiperidin-1-yl)propyl)-N-phenylpropionamide oxalate C(C(=O)O)(=O)O.C(C1=CC=CC=C1)C1CCN(CC1)C(CN(C(CC)=O)C1=CC=CC=C1)C